BrN1C(C(=C(C1=O)O)CCC1=CC=CC=C1)=O bromo-hydroxyphenylethylmaleimide